6-bromo-1'-methyl-3H-spiro[benzofuran-2,4'-piperidine] BrC1=CC2=C(CC3(CCN(CC3)C)O2)C=C1